tert-Butyl (3R)-4-(10-((1-cyclopropyl-4-oxo-1,4-dihydro-5H-pyrazolo[3,4-d]pyrimidin-5-yl)methyl)-10-hydroxy-7-azaspiro[4.5]decane-7-carbonyl)-3-phenylpiperazine-1-carboxylate C1(CC1)N1N=CC2=C1N=CN(C2=O)CC2(CCN(CC21CCCC1)C(=O)N1[C@@H](CN(CC1)C(=O)OC(C)(C)C)C1=CC=CC=C1)O